5-[6-[4-[2-[1-[4-[(2,6-dioxo-3-piperidyl)amino]-2-fluoro-phenyl]-4-hydroxy-4-piperidyl]acetyl]piperazin-1-yl]-3-pyridyl]-1H-pyrrolo[2,3-b]pyridine O=C1NC(CCC1NC1=CC(=C(C=C1)N1CCC(CC1)(O)CC(=O)N1CCN(CC1)C1=CC=C(C=N1)C=1C=C2C(=NC1)NC=C2)F)=O